(2-((4-bromopyridin-2-yl)amino)ethyl)carbamic acid tert-butyl ester C(C)(C)(C)OC(NCCNC1=NC=CC(=C1)Br)=O